1,5-dimethyl-1,5-cyclooctadiene CC1=CCCC(=CCC1)C